chloropinacol ClCC(O)(C)C(C)(C)O